S1C=NC(=C1)C(=O)N(N)[2H] thiazole-4-hydrazide-d